N1C=C(C=2C1=NC=CC2)CC#N 1H-Pyrrolo[2,3-b]pyridine-3-acetonitrile